1-(4-(3-(2-methoxypyridin-3-yl)pyrazolo[1,5-a]pyrimidin-5-yl)piperazin-1-yl)-3-methylbutan-1-one COC1=NC=CC=C1C=1C=NN2C1N=C(C=C2)N2CCN(CC2)C(CC(C)C)=O